C(C)(OC(C)C)(OC(C)C)OC(C)C triisopropyl orthoacetate